C(C)(C)(C)OC(=O)N1CCN(CCC1)C1=NC=C(C=N1)OCC1=CC=CC=C1 4-(5-(benzyloxy)pyrimidin-2-yl)-1,4-diazacycloheptane-1-carboxylic acid tert-butyl ester